IC=1C=CC(=C(C1)C1=CC=CC=C1)N(C(C(=O)O)=O)C 2-((5-iodo-[1,1'-biphenyl]-2-yl)(methyl)amino)-2-oxoacetic acid